OC1=CC=C2C(C(COC2=C1)C1=CC=CC=C1)C1=CC=C(OCCN(CCOCCOC=2C=C3CN(C(C3=CC2)=O)C2C(NC(CC2)=O)=O)C)C=C1 3-(5-(2-(2-((2-(4-(7-hydroxy-3-phenylchroman-4-yl)phenoxy)ethyl)(methyl)amino)ethoxy)ethoxy)-1-oxoisoindolin-2-yl)piperidine-2,6-dione